biLine N1C=CC=C1C=C1C=CC(=N1)C=C1C=CC(=N1)C=C1C=CC=N1